Difluoro-oxalic acid borate B(O)(O)O.C(C(=O)F)(=O)F